C(C)(=O)OC1=CC=CN2N=C3N(C=C21)C=COC3 [1,4]oxazino[3,4-c]pyrido[2,1-f][1,2,4]triazin-7-yl acetate